di-(2-chloroethyl) phosphate P(=O)(OCCCl)(OCCCl)[O-]